(S)-4-(3H-[1,2,3]triazolo[4,5-b]pyridin-3-yl)-N-(azepan-3-yl)-N-(8-methylisoquinolin-1-yl)benzamide N1=NN(C2=NC=CC=C21)C2=CC=C(C(=O)N(C1=NC=CC3=CC=CC(=C13)C)[C@@H]1CNCCCC1)C=C2